2-((2-(3-((tert-Butoxycarbonyl)amino)but-1-yn-1-yl)-3,4-difluorophenyl)amino)-5-fluoro-4-(trifluoromethyl)benzoic acid C(C)(C)(C)OC(=O)NC(C#CC1=C(C=CC(=C1F)F)NC1=C(C(=O)O)C=C(C(=C1)C(F)(F)F)F)C